C(CCCCCCCCCCCCC)(=O)OCC(O)CO monoglyceryl monotetradecanoate